6-(3-Amino-6-(1-methyl-1H-pyrazol-4-yl)pyrazin-2-yl)-2-(3,5-dimethoxyphenyl)-4-isopropylpyridazin-3(2H)-on NC=1C(=NC(=CN1)C=1C=NN(C1)C)C=1C=C(C(N(N1)C1=CC(=CC(=C1)OC)OC)=O)C(C)C